ClC1=CC=C(C(=N1)C(=NO)N)N[C@H](C)C=1C=C(C=C2C(C(=C(OC12)C1=CC(=C(C=C1)F)F)C)=O)C 6-Chloro-3-[[(1R)-1-[2-(3,4-difluorophenyl)-3,6-dimeth-yl-4-oxo-chromen-8-yl]-ethyl]amino]-N'-hydroxy-pyridine-2-carboxamidine